S1C=CC2=C1C(=CC=C2)C(C)NC(=O)C2=CC1=CC=CC(=C1C=C2)OC2=CC=C(C=C2)C(F)(F)F N-[1-(benzothien-7-yl)ethyl]-5-[4-(trifluoromethyl)phenoxy]naphthalene-2-carboxamide